IC=1C(=C(C=CC1)S(=O)(=O)Cl)[N+](=O)[O-] 3-iodo-2-nitrobenzene-1-sulfonyl chloride